O[C@H]1CN(CC1)CCCCOC=1C(=C(C=CC1)C1=C(C(=CC=C1)OCCCN1C[C@@H](CC1)O)C)C (R)-1-(3-((3'-(4-((R)-3-hydroxypyrrolidin-1-yl)butoxy)-2,2'-dimethyl-[1,1'-biphenyl]-3-yl)oxy)propyl)pyrrolidin-3-ol